CN(N)C1=NNN=C1C(F)(F)F 4-(1-methylhydrazino)-5-(trifluoromethyl)-2H-1,2,3-triazole